N-ethyl-2-(4,4,5,5-tetramethyl-1,3,2-dioxaborolan-2-yl)benzamide C(C)NC(C1=C(C=CC=C1)B1OC(C(O1)(C)C)(C)C)=O